3-(3-(3,5-dimethoxyphenyl)-7-(methylthio)-2-oxo-3,4-dihydropyrimido[4,5-d]pyrimidin-1(2H)-yl)azetidine-1-carboxylic acid tert-butyl ester C(C)(C)(C)OC(=O)N1CC(C1)N1C(N(CC=2C1=NC(=NC2)SC)C2=CC(=CC(=C2)OC)OC)=O